2,4-Dibromoaniline BrC1=C(N)C=CC(=C1)Br